methyl N-[[5-[1-(2,6-difluoro-4-iodophenyl) 1H-pyrazol-3-yl]-2-methylphenyl]methyl]carbamate FC1=C(C(=CC(=C1)I)F)N1N=C(C=C1)C=1C=CC(=C(C1)CNC(OC)=O)C